C(#N)CC1CCC(CC1)N1CN=C2C1=CC(N=C2)S(=O)(=O)C2=CC=CC=C2 1-((1r,4r)-4-(cyanomethyl)cyclohexyl)-6-(benzenesulfonyl)-1,6-dihydroimidazo[4,5-d]Pyridine